BrC1=C(C=C(C(=N1)NC1CC(C1)(F)F)[N+](=O)[O-])Cl 6-bromo-5-chloro-N-(3,3-difluorocyclobutyl)-3-nitro-pyridin-2-amine